1-(5-(3-benzyl-4-oxo-3,4-dihydroquinazolin-6-yl)benzo[d]thiazol-2-yl)-3-(3-fluorophenyl)urea C(C1=CC=CC=C1)N1C=NC2=CC=C(C=C2C1=O)C=1C=CC2=C(N=C(S2)NC(=O)NC2=CC(=CC=C2)F)C1